C(#N)C1=CN=C(S1)NC(C(C)C=1C=C(C=CC1F)C1=CC=C(N=N1)C(C(=O)N)=C)=O (6-(3-(1-((5-cyanothiazol-2-yl)amino)-1-oxopropan-2-yl)-4-fluorophenyl)pyridazin-3-yl)acrylamide